6-allyl-5H-indeno[1,2-c]isoquinoline-5,11(6H)-dione C(C=C)N1C(C2=CC=CC=C2C2=C1C=1C=CC=CC1C2=O)=O